BrC1=CC2=C(N(C(C=N2)=O)C2CC(C2)(C)O)N=C1 7-bromo-4-[(cis)-3-hydroxy-3-methylcyclobutyl]-3H,4H-pyrido[2,3-b]pyrazin-3-one